Aminothreonine NN[C@@H]([C@H](O)C)C(=O)O